N-(5-(2-(((1r,4r)-4-(dimethylamino)cyclohexyl)amino)-9-isopropyl-9H-purin-8-yl)-2-fluorophenyl)-1-(4-fluorophenyl)methanesulfonamide CN(C1CCC(CC1)NC1=NC=C2N=C(N(C2=N1)C(C)C)C=1C=CC(=C(C1)NS(=O)(=O)CC1=CC=C(C=C1)F)F)C